2,2',2''-{10-[1-carboxy-4-{4-[2-(2-ethoxyethoxy)ethoxy]phenyl}butyl]-1,4,7,10-tetraazacyclododecane-1,4,7-triyl}tris(3-hydroxypropanoate) C(=O)(O)C(CCCC1=CC=C(C=C1)OCCOCCOCC)N1CCN(CCN(CCN(CC1)C(C(=O)[O-])CO)C(C(=O)[O-])CO)C(C(=O)[O-])CO